FC1=CC2=C(N=C(S2)N2C[C@H](N([C@H](C2)C)C(=O)OC2CC3(CN(C3)CC3=CC=NC=C3)C2)C)C=C1 2-(pyridin-4-ylmethyl)-2-azaspiro[3.3]heptan-6-yl (2R,6S)-4-(6-fluoro-1,3-benzothiazol-2-yl)-2,6-dimethylpiperazine-1-carboxylate